(R)-3-hydroxybutyl (3R)-hydroxybutyrate OC(C(=O)OCC[C@@H](C)O)CC